4-tert-butyl-N-{2-methyl-3-{4-{[4-(4-methylpiperazin-1-yl)phenyl]amino}-7H-pyrrolo[2,3-d]pyrimidin-2-yl}phenyl}benzamide C(C)(C)(C)C1=CC=C(C(=O)NC2=C(C(=CC=C2)C=2N=C(C3=C(N2)NC=C3)NC3=CC=C(C=C3)N3CCN(CC3)C)C)C=C1